3-fluoropropan-1-sulfonamid FCCCS(=O)(=O)N